(1R,7S,8r)-Benzyl 8-(methylsulfonamido)-4-azabicyclo[5.1.0]octane-4-carboxylate CS(=O)(=O)NC1[C@H]2CCN(CC[C@@H]12)C(=O)OCC1=CC=CC=C1